4-([1H-pyrazolo[4,3-b]pyridin-7-ylamino]methyl)phenylboronic acid N1N=CC2=NC=CC(=C21)NCC2=CC=C(C=C2)B(O)O